2-tetradecyl-sodium CC(CCCCCCCCCCCC)[Na]